2-(3,5-dimethyl-1-(oxetan-3-yl)-1H-pyrazol-4-yl)-N-(5-(2-(3,3-dimethyl-azetidin-1-yl)acetamido)-2-methylpyridin-3-yl)pyrazolo[5,1-b]thiazole-7-carboxamide CC1=NN(C(=C1C1=CN2C(S1)=C(C=N2)C(=O)NC=2C(=NC=C(C2)NC(CN2CC(C2)(C)C)=O)C)C)C2COC2